ClC1=CC=C(C=N[S@](=O)C(C)(C)C)C=C1 (R)-N-(4-chlorobenzylidene)-2-methylpropane-2-sulfinamide